2-Formyl-succinonitrile potassium salt [K].C(=O)C(C#N)CC#N